3-(4-Fluorophenyl)-1-isopropyl-5-methyl-1H-pyrazol-4-ol FC1=CC=C(C=C1)C1=NN(C(=C1O)C)C(C)C